2-nitro-4-(pyrrolidin-1-ylmethyl)-6-(trifluoromethyl)phenol [N+](=O)([O-])C1=C(C(=CC(=C1)CN1CCCC1)C(F)(F)F)O